OC1=CC=C(C=N1)C=1C=C2C(=CNC2=CC1)NC(=O)NC1=CC=C(C=C1)C(F)(F)F 1-(5-(6-hydroxypyridin-3-yl)-1H-indol-3-yl)-3-(4-(trifluoromethyl)phenyl)urea